4-methoxy-5-(3-methyl-[1,2,4]triazolo[4,3-a]pyridin-6-yl)-N-((4r,7r)-1-oxaspiro[3.5]nonan-7-yl)-7H-pyrrolo[2,3-d]pyrimidin-2-amine COC=1C2=C(N=C(N1)NC1CCC3(CCO3)CC1)NC=C2C=2C=CC=1N(C2)C(=NN1)C